C(N)(OC1[C@@H](N(CC1)C=1C2=C(N=C(N1)OC[C@]13CCCN3C[C@@H](C1)F)C(=C(N=C2)Cl)F)C(C)(C)C)=O Tert-butyl-((S)-1-(7-chloro-8-fluoro-2-(((2r,7as)-2-fluorohexahydro-1H-pyrrolizin-7a-yl) methoxy) pyrido[4,3-d]pyrimidin-4-yl) pyrrolidin-3-yl) carbamate